(3-fluoropyridin-2-yl)-1,3,4-thiadiazol-2-amine FC=1C(=NC=CC1)C1=NN=C(S1)N